(4-(2-fluorophenoxy)-2-methylphenyl)(4-(((3R,6S)-6-(hydroxymethyl)tetrahydro-2H-pyran-3-yl)amino)-5-methoxy-1H-pyrrolo[2,3-b]pyridin-3-yl)methanone FC1=C(OC2=CC(=C(C=C2)C(=O)C2=CNC3=NC=C(C(=C32)N[C@H]3CO[C@@H](CC3)CO)OC)C)C=CC=C1